dibutylbis(1-oxododecyloxy)tin C(CCC)[Sn](OC(CCCCCCCCCCC)=O)(OC(CCCCCCCCCCC)=O)CCCC